O[C@@H]1[C@@H](CCCC1)CN(CCCCCCCC(=O)N(CCCCCCCCCC)CCCCCCCCCC)CCCCCCCC(=O)N(CCCCCCCCCC)CCCCCCCCCC 8,8'-((((1S,2S)-2-hydroxycyclohex-yl)methyl)azanedi-yl)bis(N,N-didecyl-octanamide)